OCC1(C(NCC1)=O)NC(=O)C1=C(OC2=C1C=C(C=C2)OCC=2C(=NC=CC2)C)C N-(3-(hydroxymethyl)-2-oxopyrrolidin-3-yl)-2-methyl-5-((2-methylpyridin-3-yl)methoxy)benzofuran-3-carboxamide